[1-(2-chlorophenyl)-1-phenylpropan-2-yl]-5-methoxy-1-methyl-6-oxopyrimidine-4-carboxylic acid ethyl ester C(C)OC(=O)C=1N=C(N(C(C1OC)=O)C)C(C(C1=CC=CC=C1)C1=C(C=CC=C1)Cl)C